O=C(C(=O)OCC1=CC=CC=C1)CCC(=O)OCC1=CC=CC=C1 dibenzyl 2-oxopentanedioate